FC1=C(C=C(C=C1)C=1C=C2C(=NC1)N(CN2CC=2C=NC=CC2)C)C 6-(4-fluoro-3-methyl-phenyl)-3-methyl-1-(3-pyridylmethyl)imidazo[4,5-b]Pyridine